(4-Hydroxyphenyl)methacrylamide OC1=CC=C(C=C1)C=C(C(=O)N)C